Aminomethylpropanediol NCC(CC)(O)O